1-((3R,4S)-4-((5-(1-(3,3-difluorocyclobutyl)-1H-benzo[d][1,2,3]triazol-6-yl)-6-fluoro-4-methoxypyrrolo[2,1-f][1,2,4]triazin-2-yl)amino)-3-fluoropiperidin-1-yl)ethan-1-one-2,2,2-d3 FC1(CC(C1)N1N=NC2=C1C=C(C=C2)C=2C(=CN1N=C(N=C(C12)OC)N[C@@H]1[C@@H](CN(CC1)C(C([2H])([2H])[2H])=O)F)F)F